OCC1([C@H](C[C@@H](O1)N1C(NC(C(=C1)C)=O)=O)OC(C1=CC=CC=C1)(C1=CC=CC=C1)C1=CC=C(C=C1)OC)CO 1-[(2R,4S)-5,5-bis(hydroxymethyl)-4-[(4-methoxyphenyl)diphenylmethoxy]oxolan-2-yl]-5-methyl-3H-pyrimidine-2,4-dione